O.[PH2](=O)[O-].[Al+3].[PH2](=O)[O-].[PH2](=O)[O-] aluminum hypophosphite monohydrate